3-(4-((7-((adamant-1-yl)amino)heptyl)amino)-6-fluoro-1-oxoisoindolin-2-yl)piperidine C12(CC3CC(CC(C1)C3)C2)NCCCCCCCNC2=C3CN(C(C3=CC(=C2)F)=O)C2CNCCC2